1,4-bis[(3-(3-amino-2-hydroxypropyl)-palmityl-amino)propyl]-piperazine NCC(CC(CCNCCCN1CCN(CC1)CCCNCCC(CCCCCCCCCCCCC)CC(CN)O)CCCCCCCCCCCCC)O